N-(3-Bromo-1-((2-(trimethylsilyl)ethoxy)methyl)-1H-pyrazol-5-yl)-2-(7-chlorochroman-4-yl)acetamide BrC1=NN(C(=C1)NC(CC1CCOC2=CC(=CC=C12)Cl)=O)COCC[Si](C)(C)C